ClC1=C(C(=CC=C1)C)NC(=O)C1=CN=C(S1)NC1=CC(=NC(=N1)C)N1CCN(CC1)CCOC(CCC(=O)OCCOC=1C(=[N+](ON1)[O-])C)=O 4-(2-((4-(2-(4-(6-((5-((2-chloro-6-methylphenyl)carbamoyl)thiazol-2-yl)amino)-2-methylpyrimidin-4-yl)piperazin-1-yl)ethoxy)-4-oxobutanoyl)oxy)ethoxy)-3-methyl-1,2,5-oxadiazole 2-oxide